ClC=1C=C(C=C(C1OC)Cl)C1(CCC1)O 1-(3,5-dichloro-4-methoxyphenyl)cyclobutan-1-ol